B(O)(O)CCC=1C(=C(C(=O)O)C(=CC1)OC1CN(C1)C(C1=CC(=C(C=C1)O)O)=O)O 3-(2-Boronoethyl)-6-{[1-(3,4-dihydroxybenzoyl)azetidin-3-yl]oxy}-2-hydroxybenzoic acid